The molecule is the cyclic anhydride of triphosphoric acid. It is a phosphorus oxoacid, an inorganic heterocyclic compound and a cyclic phosphorus acid anhydride. It is a conjugate acid of a cyclotriphosphate(3-). OP1(=O)OP(=O)(OP(=O)(O1)O)O